tert-butyl 4-(7-(1,4,5-trimethyl-6-oxo-1,6-dihydropyridin-3-yl)-9H-carbazol-3-yl)piperidine-1-carboxylate CN1C=C(C(=C(C1=O)C)C)C1=CC=C2C=3C=C(C=CC3NC2=C1)C1CCN(CC1)C(=O)OC(C)(C)C